tert-butyl bromoacetate BrCC(=O)OC(C)(C)C